methyl (3S)-aminobutanoate hydrochlorid Cl.NC(C(=O)OC)CC